(S)-2-((S)-6-fluoro-1-methylisochroman-8-yl)-2-(methyl((1S,3S)-3-(4-(5,6,7,8-tetrahydro-1,8-naphthyridin-2-yl)butoxy)cyclopentyl)amino)acetic acid FC=1C=C2CCO[C@H](C2=C(C1)[C@@H](C(=O)O)N([C@@H]1C[C@H](CC1)OCCCCC1=NC=2NCCCC2C=C1)C)C